3-methoxy-5-nitrophenol COC=1C=C(C=C(C1)[N+](=O)[O-])O